methyl (S)-2-(2-(1H-pyrazol-1-yl)ethyl)-3-(2-(4-hydroxypiperidin-1-yl)ethyl)-7-methyl-3,7,8,9-tetrahydro-6H-imidazo[4,5-f]quinoline-6-carboxylate N1(N=CC=C1)CCC=1N(C=2C(=C3CC[C@@H](N(C3=CC2)C(=O)OC)C)N1)CCN1CCC(CC1)O